O1CCC(CC1)OC1=CC=C(C2=CC=CC=C12)C1CCNCC1 4-(4-((tetrahydro-2H-pyran-4-yl)oxy)naphthalen-1-yl)piperidine